CN1C=NC(=C1)N1CCCCC1 1-(1-methyl-1H-imidazol-4-yl)piperidin